C(C)(C)(C)OC(=O)N1CC2(CCC2)C(CC1)(O)CN1C=NC(=CC1=O)C1=C(C=CC=C1)F 9-((4-(2-fluorophenyl)-6-oxopyrimidin-1(6H)-yl)methyl)-9-hydroxy-6-azaspiro[3.5]Nonane-6-carboxylic acid tert-butyl ester